FC(C1=NC(=CC(=C1)C(=O)O)C)F 2-(difluoromethyl)-6-methyl-4-pyridinecarboxylic acid